C(C1=CC=CC=C1)OC(=O)N(CCOCC(C(=O)O)(C)C1=CC(=CC=C1)I)C 3-(2-(((benzyloxy)carbonyl)(methyl)amino)ethoxy)-2-(3-iodophenyl)-2-methylpropanoic acid